3-((2S)-3-(8-(2-chlorophenylsulfonyl)-1-oxa-8-azaspiro[4.5]decan-3-ylamino)-2-hydroxypropoxy)-N-methylbenzenesulfonamide ClC1=C(C=CC=C1)S(=O)(=O)N1CCC2(CC(CO2)NC[C@@H](COC=2C=C(C=CC2)S(=O)(=O)NC)O)CC1